ClC=1C=C(OC2CCC(CC2)NC(=O)C=2N=NC(=CC2)N2CCC(CC2)N2CCN(CC2)CC=2C=C3CN(C(C3=C(C2)F)=O)C2C(NC(CC2)=O)=O)C=CC1C#N N-((1r,4r)-4-(3-chloro-4-cyanophenoxy)cyclohexyl)-6-(4-(4-((2-(2,6-dioxopiperidine-3-yl)-7-fluoro-1-oxoisoindoline-5-yl)methyl)piperazin-1-yl)piperidin-1-yl)pyridazine-3-carboxamide